Z-piperazinyl-propyl bromide N1(CCNCC1)CCCBr